N1N=C(N=C1)CCCCCCCCC1=NNC=N1 3,3'-octamethylenebis(1,2,4-triazole)